methyl 1-(tert-butyl)-4-(2-oxoethyl)-1H-pyrazole-3-carboxylate C(C)(C)(C)N1N=C(C(=C1)CC=O)C(=O)OC